(6-hexyl)triphenylphosphonium Chloride [Cl-].CCCCCC[P+](C1=CC=CC=C1)(C1=CC=CC=C1)C1=CC=CC=C1